Fluoro-2-methoxy-5-morpholino-N-(4-phenylbutyl)-1H-benzo[d]imidazole-1-carboxamide FC1=C(C=CC=2N(C(=NC21)OC)C(=O)NCCCCC2=CC=CC=C2)N2CCOCC2